C(C1=CC=CC=C1)C1(CCN(CC1)C1=CC=C(C=C1)N1N=NC2=C1C(=C(C(=C2)F)O)F)C 1-(4-(4-Benzyl-4-methylpiperidin-1-yl)phenyl)-5,7-difluoro-1H-benzo[d][1,2,3]triazol-6-ol